6'-Chloro-5-((3-(2,2-difluoroethyl)azetidin-1-yl)methyl)-3,4'-difluoro-2,3'-bipyridine ClC1=CC(=C(C=N1)C1=NC=C(C=C1F)CN1CC(C1)CC(F)F)F